1,4-dibromo-2-(2-bromo-1,1,2,2-tetrafluoro-ethoxy)benzene BrC1=C(C=C(C=C1)Br)OC(C(F)(F)Br)(F)F